C(C)N1C(C2=C3C(C(=CC=C13)S(=O)(=O)NCC1=C(C=CC=C1)F)=CC=C2)=O Ethyl-N-(2-fluorobenzyl)-2-oxo-1,2-dihydrobenzo[cd]indole-6-sulfonamide